dideuterio(dispiro[2.0.2.1]heptan-7-yl)methanol [2H]C(O)(C1C2(C13CC3)CC2)[2H]